C(C)(=O)NC(C)(C)C1=C(C=CC(=N1)NC(=O)C1CC1)Br N-(6-(2-acetamidoprop-2-yl)-5-bromopyridin-2-yl)cyclopropanecarboxamide